2-(6-amino-1-cyclobutyl-1,3-benzodiazol-2-yl)-6-(1,3-benzoxazol-2-yl)-5-hydroxy-3-methylpyrimidin-4-one NC=1C=CC2=C(N(C(=N2)C2=NC(=C(C(N2C)=O)O)C=2OC3=C(N2)C=CC=C3)C3CCC3)C1